N[C@@H](CC1=CC=C(C=C1)O)C(=O)OC(C1=CC=C(C=C1)O)=O.FC(C=1C=C(C(=O)NC=2C(=NC=CC2)C2=CC(=CC=C2)C(F)(F)F)C=CC1)(F)F 3-(trifluoromethyl)-N-(2-(3-(trifluoromethyl)phenyl)pyridin-3-yl)benzamide tyrosyl-(4-hydroxybenzoate)